5-(5-bromo-3-pyridinyl)pyrazolo[1,5-a]Pyrimidin-7-ol BrC=1C=C(C=NC1)C1=NC=2N(C(=C1)O)N=CC2